6-(aminomethyl)-5-(4-(aminomethyl)piperazin-1-yl)-2,3-dihydro-1,4-benzodioxine NCC1=C(C2=C(OCCO2)C=C1)N1CCN(CC1)CN